N-Ethyl-5-fluoro-N-isopropyl-2-((4-(7-(((2S,5R)-5-(phenylsulfonamido)tetrahydro-2H-pyran-2-yl)methyl)-2,7-diazaspiro[3.5]nonan-2-yl)pyrimidin-5-yl)oxy)benzamide C(C)N(C(C1=C(C=CC(=C1)F)OC=1C(=NC=NC1)N1CC2(C1)CCN(CC2)C[C@H]2OC[C@@H](CC2)NS(=O)(=O)C2=CC=CC=C2)=O)C(C)C